N-(2-(bis(2-hydroxyethyl)amino)ethyl)-N-(2-hydroxyethyl)lauramide OCCN(CCN(C(CCCCCCCCCCC)=O)CCO)CCO